ClC1=CC=C(C=C1)C1=CN(CC2=C1N=C(N=C2)NCC(F)(F)F)C=2C=C1C=CN=NC1=CC2 8-(4-chlorophenyl)-6-(cinnolin-6-yl)-2-(2,2,2-trifluoroethylamino)pyrido[4,3-d]pyrimidin